2-fluoro-prop-2-enoate FC(C(=O)[O-])=C